C(C1=CC=CO1)N(CCNCC1=CC=CO1)CC1=CC=CO1 N,N,N'-Trisfurfuryl-1,2-ethandiamin